3-(sec-butyl)-5,5-dimethyl-2-oxo-1,2,3,5-tetrahydro-4H-benzo[1,4]diazepine-4-carboxamide C(C)(CC)C1C(NC2=C(C(N1C(=O)N)(C)C)C=CC=C2)=O